imidazolidin-4-one N1CNC(C1)=O